2-(methylsulfinyl)-6-(4-nitrophenoxy)-8,9-dihydroimidazo[1',2':1,6]pyrido[2,3-d]pyrimidine CS(=O)C=1N=CC2=C(N1)N1C(C(=C2)OC2=CC=C(C=C2)[N+](=O)[O-])=NCC1